racemic-[2-(2,3-dicetyloxypropyl-oxysuccinyloxy)ethyl]-trimethylammonium C(CCCCCCCCCCCCCCC)O[C@@H](COC(CCC(=O)OCC[N+](C)(C)C)=O)COCCCCCCCCCCCCCCCC |r|